BrC1=C(C=CC=2N(C(N(C21)C)=O)C2C(NC(CC2)=O)=O)OC 3-(4-Bromo-5-methoxy-3-methyl-2-oxo-benzoimidazol-1-yl)piperidine-2,6-dione